3-bromo-3,3-difluoropropan-1-ene BrC(C=C)(F)F